P(OCCP(=O)=O)([O-])([O-])=O phosphoric acid, phosphoethyl ester